fluoroadenine C1=NC2=NC(=NC(=C2N1)N)F